(3aR,6aR)-2-((4-methyl-2-(trifluoromethyl)pyrimidin-5-yl)sulfonyl)-5-((tetrahydro-2H-pyran-4-yl)methyl)octahydropyrrolo[3,4-c]pyrrole CC1=NC(=NC=C1S(=O)(=O)N1C[C@H]2CN(C[C@@H]2C1)CC1CCOCC1)C(F)(F)F